tert-butyl 4-nitro-3-(3,3,4,4-tetrafluoropyrrolidin-1-yl)indazole-1-carboxylate [N+](=O)([O-])C1=C2C(=NN(C2=CC=C1)C(=O)OC(C)(C)C)N1CC(C(C1)(F)F)(F)F